P(O)(O)O.P(O)(O)O.P(O)(O)O.C(CCCCCCCCCCCC)C(C(C(C(C1=C(C=C(C(=C1)C(C)(C)C)O)C)(C1=C(C=C(C(=C1)C(C)(C)C)O)C)CCCCCCCCCCCCC)(CCCCCCCCCCCCC)CCCCCCCCCCCCC)(C1=C(C=C(C(=C1)C(C)(C)C)O)C)CCCCCCCCCCCCC)CCCCCCCCCCCCC hexa(tridecyl)-1,1,3-tris(2-methyl-5-t-butyl-4-hydroxyphenyl)butane triphosphite